C(CCCCCCC)OC1=CC=C(C=C1)P(C1=CC=C(C=C1)OCCCCCCCC)C1=CC=C(C=C1)OCCCCCCCC tris-(4-n-octyloxyphenyl)phosphine